3-amino-4-fluoro-pyrrolidine-1-carboxylic acid tert-butyl ester C(C)(C)(C)OC(=O)N1CC(C(C1)F)N